dimethylallyl-(pyrophosphoric acid) CC(=CCOP(=O)(O)OP(=O)(O)O)C